Trichloro(3,3,4,4,5,5,6,6,7,7,8,8,8-tridecafluorooctyl)silane Cl[Si](CCC(C(C(C(C(C(F)(F)F)(F)F)(F)F)(F)F)(F)F)(F)F)(Cl)Cl